[Na].NC=1SC=C(N1)/C(/C(=O)NC1C2SCC(=C(N2C1=O)C(=O)O)\C=C\C1=C(N=CS1)C)=N/OC 7-[(Z)-2-(2-aminothiazole-4-yl)-2-(methoxyimino)acetamido]-3-[(E)-2-(4-methylthiazole-5-yl)-vinyl]-8-oxo-5-thia-1-azabicyclo[4.2.0]oct-2-ene-2-carboxylic acid sodium